2-(4-(5-methyl-1H-indol-1-yl)phenoxy)pyrido[3,4-d]pyrimidin-4-ol CC=1C=C2C=CN(C2=CC1)C1=CC=C(OC=2N=C(C3=C(N2)C=NC=C3)O)C=C1